N1C=CC2=NC(=CC=C21)N2CCN(CC2)C(=O)OC(C)(C)C tert-Butyl 4-[1H-pyrrolo[3,2-b]pyridin-5-yl]piperazine-1-carboxylate